Ethyl-(prop-2-en-1-yl)propionic acid C(C)C(C(=O)O)(C)CC=C